N-vinylphthalimide-13C C(=C)N1[13C](C=2C(C1=O)=CC=CC2)=O